FC(CN1CCN(CC1)C=1N=C(C=2NC(=NC=3C(=NNC3C2C1)C)C1=C(C=CC=C1F)F)C)F 13-[4-(2,2-difluoroethyl)piperazin-1-yl]-8-(2,6-difluorophenyl)-5,11-dimethyl-3,4,7,9,12-pentazatricyclo[8.4.0.02,6]tetradeca-1(10),2(6),4,7,11,13-hexaene